FC1=C(OC2=CC(=NC=C2)NC2=NC=3CCN(CC3C=C2)C(=O)OC(C)(C)C)C=CC(=C1)NC1=NC=CC(=C1)C1=CC(=CC=C1)F Tert-butyl 2-[(4-(2-fluoro-4-[(4-(3-fluorophenyl) pyridin-2-yl) amino] phenoxy) pyridin-2-yl) amino]-5,6,7,8-tetrahydro-1,6-naphthyridin-6-carboxylate